methyl (S)-2-((3-chloro-2-((4-chloro-2-fluorobenzyl)oxy)-5,8-dihydro-1,7-naphthyridin-7(6H)-yl)methyl)-3-(oxetan-2-ylmethyl)-3H-imidazo[4,5-c]pyridine-6-carbimidate ClC=1C(=NC=2CN(CCC2C1)CC1=NC2=C(C=NC(=C2)C(OC)=N)N1C[C@H]1OCC1)OCC1=C(C=C(C=C1)Cl)F